ClC1=CC=C2C(=C(C(=NC2=C1)C(=O)NCC(=O)O)O)C1=CC(=CC=C1)C(F)(F)F {[7-Chloro-3-hydroxy-4-(3-trifluoromethyl-phenyl)-quinoline-2-carbonyl]-amino}-acetic acid